Cl.C(C1=CC=CC=C1)(=O)SCCNC(CCCN)=O S-(2-(4-aminobutanamido) ethyl) thiobenzoate hydrochloride